C(C1=CC=CC=C1)OC(=O)N[C@@H](C)CO N-benzyloxycarbonyl-L-alaninol